ONC(CCCCCC(=O)O[C@H]1CC[C@@]2(C3CC[C@@]4(C(=CCC4C3CC=C2C1)C=1C=NC=CC1)C)C)=O (3S,10R,13S)-10,13-dimethyl-17-(pyridin-3-yl)-2,3,4,7,8,9,10,11,12,13,14,15-dodecahydro-1H-cyclopenta[a]phenanthren-3-yl 7-(hydroxyamino)-7-oxoheptanoate